CC1CC(OC1(C(F)(F)F)C)C(=O)O.C(C)C1=CC=C(C=C1)PC1=CC=C(C=C1)CC di-(4-ethylphenyl)phosphine 4,5-dimethyl-5-(trifluoromethyl)tetrahydrofuran-2-carboxylate